C1=C2C3=C(N=CC2=CN=C1)C=CC=C3 benzo[c][2,7]naphthyridine